C(C)(C)(C)OC(=O)N(C=1C=2N(N=C(C1)SC1CCN(CC1)C(=O)OC(C)(C)C)C(=CN2)C(C)C)CC2=C(C=CC=C2F)F tert-butyl 4-((8-((tert-butoxycarbonyl)(2,6-difluorobenzyl)amino)-3-isopropylimidazo[1,2-b]pyridazin-6-yl)thio)piperidine-1-carboxylate